BrC1=C2CN(C(C2=CC=C1CN1CCN(CC1)C1=CC=C(C=C1)[C@H]1[C@H](CCC2=CC(=CC=C12)O)C1=CC=CC=C1)=O)C1C(NC(CC1)=O)=O 3-(4-bromo-5-((4-(4-((1R,2S)-6-hydroxy-2-phenyl-1,2,3,4-tetrahydronaphthalen-1-yl)phenyl)piperazin-1-yl)methyl)-1-oxoisoindolin-2-yl)piperidine-2,6-dione